(3S,4R)-3-fluoro-1-(4-((5-isopropyl-8-(3-((methylsulfinyl)methyl)azetidin-1-yl)Isoquinolin-3-yl)amino)-1,3,5-triazin-2-yl)-3-methylpiperidin-4-ol F[C@]1(CN(CC[C@H]1O)C1=NC=NC(=N1)NC=1N=CC2=C(C=CC(=C2C1)C(C)C)N1CC(C1)CS(=O)C)C